ClC(Cl)(C1=CC=CC=C1)C1=CC=CC=C1 1,1-dichlorodiphenylmethane